C(C(=C)C)(=O)OCCOCCCCC 2-pentoxyethyl methacrylate